tetrahydropyran-4-one O1CCC(CC1)=O